C(C)(=O)N1\C(\C(C2=CC=CC=C12)=O)=C/C1=NC2=CC=C(C=C2C=C1)CNC1CCOCC1 (Z)-1-acetyl-2-((6-(((tetrahydro-2H-pyran-4-yl)-amino)methyl)-quinolin-2-yl)-methylene)indolin-3-one